3-nitro-4-({[(1r,4r)-4-hydroxy-4-methylcyclohexyl]methyl}amino)benzenesulfonamide [N+](=O)([O-])C=1C=C(C=CC1NCC1CCC(CC1)(C)O)S(=O)(=O)N